3-(ethoxycarbonyl)cyclohexane-1-carboxylic acid C(C)OC(=O)C1CC(CCC1)C(=O)O